(S)-2-bromo-N-(1-(2,4-difluorophenyl)ethyl)acetamide BrCC(=O)N[C@@H](C)C1=C(C=C(C=C1)F)F